(S)-quinuclidin-3-yl ((R)-6-(4-isopropylphenyl)-2,2-dimethyl-1,2,3,4-tetrahydronaphthalen-1-yl)carbamate C(C)(C)C1=CC=C(C=C1)C=1C=C2CCC([C@H](C2=CC1)NC(O[C@@H]1CN2CCC1CC2)=O)(C)C